FC1=C(C=C2C(=NNC2=C1)CCN1CC(C1)C)OC 6-fluoro-5-methoxy-3-(2-(3-methylazetidin-1-yl)ethyl)-1H-indazole